CC=1C=C(N=NC1[C@H]1[C@@H](CNCC1)C)N 5-methyl-6-[(3S,4R)-3-methylpiperidin-4-yl]Pyridazin-3-amine